Ethyl 6-bromo-4-chloro-1-cyclobutyl-1H-indole-2-carboxylate BrC1=CC(=C2C=C(N(C2=C1)C1CCC1)C(=O)OCC)Cl